(4-bromophenyl)-3-chloro-8-((4,4-difluoropiperidin-1-yl)methyl)-7-(hydroxymethyl)-1-methoxy-6-phenyl-5a,6,7,8-tetrahydro-8aH-cyclopenta[4,5]furo[3,2-c]pyridin-8a-ol BrC1=CC=C(C=C1)C=1C2=C(C(=NC1Cl)OC)C1(C(O2)C(C(C1CN1CCC(CC1)(F)F)CO)C1=CC=CC=C1)O